COC=1C=C(C=CC1OC)C=1NC2=CC=C(C=C2C1C(C)C)C1CCN(CC1)C(CN1C[C@@H](CCC1)C(=O)N1CCN(CC1)C(C)C)=O (R)-1-(4-(2-(3,4-dimethoxyphenyl)-3-isopropyl-1H-indol-5-yl)piperidin-1-yl)-2-(3-(4-isopropylpiperazine-1-carbonyl)piperidin-1-yl)ethan-1-one